FC1(S(C2=C(C1)C=C(C(=C2)OC)OC)(=O)=O)CC2(CCN(CC2)CC2=C(C=CC=C2)F)F 2-fluoro-2-((4-fluoro-1-(2-fluorobenzyl)piperidin-4-yl)methyl)-5,6-dimethoxy-2,3-dihydrobenzothiophene 1,1-dioxide